BrC1=C(C=CC(=C1)Cl)CN1C(C2=CC(=CC(=C2C1(OC)C1=CC=C(C=C1)Cl)F)C(C)(C1CCN(CC1)C)O)=O 2-[(2-bromo-4-chloro-phenyl)methyl]-3-(4-chlorophenyl)-4-fluoro-6-[1-hydroxy-1-(1-methyl-4-piperidinyl)ethyl]-3-methoxy-isoindolin-1-one